2-(4-(4-(2-(2-Aminopyridin-3-yl)-3H-imidazo[4,5-b]pyridin-3-yl)benzyl)piperazine-1-carbonyl)nicotinonitrile NC1=NC=CC=C1C1=NC=2C(=NC=CC2)N1C1=CC=C(CN2CCN(CC2)C(=O)C2=C(C#N)C=CC=N2)C=C1